2-[3-[[5-[[rac-(1S)-1-(tert-butoxymethyl)-2-methoxy-2-oxo-ethyl]carbamoyl]-2-pyridyl]oxy]phenoxy]acetic acid C(C)(C)(C)OC[C@@H](C(=O)OC)NC(=O)C=1C=CC(=NC1)OC=1C=C(OCC(=O)O)C=CC1 |r|